BrC=1C(=NC(=NC1)NC1=CC=C2CCCNC2=C1)NC1=C(C=CC=C1)P=O (2-((5-bromo-2-((1,2,3,4-tetrahydroquinolin-7-yl)amino)pyrimidin-4-yl)amino)phenyl)phosphorus oxide